triphenyl-sulfonium chloride salt [Cl-].C1(=CC=CC=C1)[S+](C1=CC=CC=C1)C1=CC=CC=C1